N1(C=CC=C1)C=1C=C(C=CC1)C(CC(=O)OCC)N ethyl 3-(3-(1H-pyrrol-1-yl) phenyl)-3-aminopropionate